C(C)OC(=O)C=1C(NC(NC1C)=O)C 4,6-dimethyl-2-oxo-1,2,3,4-tetrahydropyrimidine-5-carboxylic acid ethyl ester